methyl 5-{5-fluoro-3-[(3-fluoro-5-methanesulfonyl phenyl)methoxy]pyridin-2-yl}-2-{[2-(trimethylsilyl)ethoxy]methyl}pyrazole-3-carboxylate FC=1C=C(C(=NC1)C=1C=C(N(N1)COCC[Si](C)(C)C)C(=O)OC)OCC1=CC(=CC(=C1)S(=O)(=O)C)F